CC1=C(C=CC=C1)OP(OC1=C(C=CC=C1)C)OC1=C(C=CC=C1)C tri(2-Methylphenyl)phosphit